BrC1=CC=C(C=C1)C=1N=C(SC1)NC(C1=C(C=C(C=C1)F)NC(CC(F)(F)F)=O)=O N-(4-(4-Bromophenyl)thiazol-2-yl)-4-fluoro-2-(3,3,3-trifluoropropanamido)benzamide